dimethyl 4,5,6,7-tetrahydropyrazolo[1,5-a]pyridin-2,3-dicarboxylat N1=C(C(=C2N1CCCC2)C(=O)OC)C(=O)OC